C(C)(C)(C)OC(N[C@H]1CN(C[C@H]1CF)C1=NC=2CC[C@@H](CC2C=C1)N)=O N-[(3R,4R)-1-[(6S)-6-amino-5,6,7,8-tetrahydroquinolin-2-yl]-4-(fluoromethyl)pyrrolidin-3-yl]carbamic acid tert-butyl ester